ClC=1C=CC(=NC1)C=1C(=NC=CN1)C(C)N 1-[3-(5-chloro-2-pyridyl)pyrazin-2-yl]ethanamine